4-[(2-{3-[(3-fluoro-2-methoxyphenyl)-amino]prop-1-yn-1-yl}-1-(2,2,2-trifluoroethyl)-1H-indol-4-yl)amino]-1λ6-thiane-1,1-dione FC=1C(=C(C=CC1)NCC#CC=1N(C2=CC=CC(=C2C1)NC1CCS(CC1)(=O)=O)CC(F)(F)F)OC